(E)-4-(7-isobutyl-4-(2-(3-methylbenzylidene)hydrazinyl)-6,7-dihydro-5H-pyrrolo[2,3-d]pyrimidin-2-yl)morpholine C(C(C)C)N1CCC2=C1N=C(N=C2N/N=C/C2=CC(=CC=C2)C)N2CCOCC2